ONC(=N)C=1C=CC(=C(C1)N1CC(CCC1)NC(OC(C)(C)C)=O)[N+](=O)[O-] tert-butyl (1-(5-(N-hydroxycarbamimidoyl)-2-nitrophenyl)piperidin-3-yl)carbamate